(R)-N-(3,3-difluoro-1-(methylsulfonyl)piperidin-4-yl)-5-(1-(2,2-difluoroethyl)-1H-benzo[d][1,2,3]triazol-6-yl)-6-fluoro-4-(methoxy-d3)pyrrolo[2,1-f][1,2,4]triazin-2-amine FC1(CN(CC[C@H]1NC1=NN2C(C(=N1)OC([2H])([2H])[2H])=C(C(=C2)F)C=2C=CC1=C(N(N=N1)CC(F)F)C2)S(=O)(=O)C)F